C(CCCCCCC\C=C/CCCCCCCC)(=O)N[C@@H](CO)[C@H](O)C(CCCCCCCCCCCCCC)O N-oleoyl-4-hydroxysphinganine